N1(CCC1)CC1(C(C1)(F)F)NC(=O)C1(CC1)C1=CC(=CC=C1)Cl N-(1-(azetidin-1-ylmethyl)-2,2-difluorocyclopropyl)-1-(3-chlorophenyl)cyclopropane-1-carboxamide